(hydroxymethyl)bicyclo[2.2.2]octane-1-carboxylic acid methyl ester COC(=O)C12C(CC(CC1)CC2)CO